(R)-2,4-Dihydroxy-N-(3-hydroxypropyl)-3,3-dimethylbutanamide O[C@@H](C(=O)NCCCO)C(CO)(C)C